N-[(1R)-1-[3-amino-5-(trifluoromethyl)phenyl]ethyl]-1-(2-fluoro-3-methoxy-phenyl)-6-oxo-pyridazine-3-carboxamide NC=1C=C(C=C(C1)C(F)(F)F)[C@@H](C)NC(=O)C1=NN(C(C=C1)=O)C1=C(C(=CC=C1)OC)F